NC=1N=CC(=NC1OC=1C=NN(C1)C1CCN(CC1)C)C=1C=C(C=C(C1)C)[C@]1(COCC1)O (R)-3-(3-(5-amino-6-((1-(1-methylpiperidin-4-yl)-1H-pyrazol-4-yl)oxy)pyrazin-2-yl)-5-methylphenyl)tetrahydrofuran-3-ol